C(OC[C@H]1O[C@@]([C@@H]2OC(CC(CC(O[C@@H]21)=O)(C)C)=O)(C#N)C2=CC=C1C(=NC=NN12)N)(OC1COCC1)=O ((7aR,8R,10R,10aR)-10-(4-aminopyrrolo[2,1-f][1,2,4]triazin-7-yl)-10-cyano-4,4-dimethyl-2,6-dioxooctahydro-2H-furo[3,4-b][1,4]dioxonin-8-yl)methyl (tetrahydrofuran-3-yl) carbonate